FC(OC=1C=C(C(=O)O)C=C(C1)OC(F)F)F 3,5-bis(difluoromethoxy)benzoic acid